CN1C=CC2=CC=C(C=C12)NC1=NN2C(=NC=CC2=N1)C1=CC(=C(C(=C1)OC)OC)OC N-(1-methyl-1H-indol-6-yl)-5-(3,4,5-trimethoxyphenyl)-[1,2,4]triazolo[1,5-c]pyrimidin-2-amine